2-chloro-N-(3-cyano-4-fluorophenyl)-5-(2-((3-hydroxy-1-methylcyclobutyl)amino)-2-oxoacetyl)-1,4-dimethyl-1H-pyrrole-3-carboxamide ClC=1N(C(=C(C1C(=O)NC1=CC(=C(C=C1)F)C#N)C)C(C(=O)NC1(CC(C1)O)C)=O)C